N-methyl-6-nitro-1H-indole-3-sulfonamide CNS(=O)(=O)C1=CNC2=CC(=CC=C12)[N+](=O)[O-]